N-(5-((6-(2-fluoro-4-(4-methylpiperazine-1-carbonyl)phenyl)quinolin-4-yl)amino)benzo[d]thiazol-2-yl)cyclopropanecarboxamide FC1=C(C=CC(=C1)C(=O)N1CCN(CC1)C)C=1C=C2C(=CC=NC2=CC1)NC=1C=CC2=C(N=C(S2)NC(=O)C2CC2)C1